Ethyl (E)-4-(1-(3-amino-3-oxopropyl)-2-((4-methoxy-1H-indole-2-carbonyl)-L-leucyl)hydrazinyl)-4-oxobutane-2-Enoate NC(CCN(NC([C@@H](NC(=O)C=1NC2=CC=CC(=C2C1)OC)CC(C)C)=O)C(/C=C/C(=O)OCC)=O)=O